C(CCCCCCCCC)P(C)(C)=O DECYL(DIMETHYL)PHOSPHINE OXIDE